(S)-N-(3-(1-((2-ethyl-2H-pyrazolo[3,4-b]pyrazin-6-yl)amino)ethyl)-4-methylphenyl)-2-(5-(trifluoromethyl)pyridin-3-yl)acetamide C(C)N1N=C2N=C(C=NC2=C1)N[C@@H](C)C=1C=C(C=CC1C)NC(CC=1C=NC=C(C1)C(F)(F)F)=O